CC(C)O[P@](=O)(C)F The molecule is the (S)-enantiomer of sarin; the less active enantiomer of racemic sarin, a nerve agent that is employed as a chemical warfare agent. It has a role as an EC 3.1.1.7 (acetylcholinesterase) inhibitor and a neurotoxin. It is an enantiomer of a (S)-sarin.